N-(trideuteromethyl)pyridazine-3-carboxamide [2H]C(NC(=O)C=1N=NC=CC1)([2H])[2H]